OCC=1C=CC=C2CCC(NC12)=O 8-(hydroxymethyl)-3,4-dihydroquinolin-2(1H)-one